CN([C@@H]1CN(CC1)C(=O)C=1C=C2C(=NNC2=CC1)C#CC1=C(C(=O)NC2=CC=CC=C2)C=CC=C1)C (S)-2-((5-(3-(dimethylamino)pyrrolidine-1-carbonyl)-1H-indazol-3-yl)ethynyl)-N-phenylbenzamide